C2,4,6-trimethylbenzene-1-sulfonyl chloride CC1=C(C(=CC(=C1)C)C)S(=O)(=O)Cl